[Br-].[SiH2]1C=CC=C1 silol bromide